(3-(4-(4-((2-((S)-2-cyano-4,4-difluoropyrrolidin-1-yl)-2-oxoethyl)carbamoyl)pyridin-3-yl)phenoxy)propyl)carbamate C(#N)[C@H]1N(CC(C1)(F)F)C(CNC(=O)C1=C(C=NC=C1)C1=CC=C(OCCCNC([O-])=O)C=C1)=O